(2R,4R)-6-chloro-N-{3-[1-(4-chloro-3-fluorophenyl)-1H-1,2,3-triazol-4-yl]bicyclo[1.1.1]pentan-1-yl}-4-hydroxy-3,4-dihydro-2H-1-benzopyran-2-carboxamide ClC=1C=CC2=C([C@@H](C[C@@H](O2)C(=O)NC23CC(C2)(C3)C=3N=NN(C3)C3=CC(=C(C=C3)Cl)F)O)C1